(R)-3-(2-(benzofuran-6-yl)ethyl)-1-(2-(pyridin-2-yl)propan-2-yl)pyrrolidine-3-carboxamide O1C=CC2=C1C=C(C=C2)CC[C@@]2(CN(CC2)C(C)(C)C2=NC=CC=C2)C(=O)N